FC(C(C)O)(C)F 3,3-difluorobutan-2-ol